6-(3-(Trifluoromethylthio)benzylamino)-9-β-D-arabinofuranosylpurin FC(SC=1C=C(CNC2=C3N=CN(C3=NC=N2)[C@H]2[C@@H](O)[C@H](O)[C@H](O2)CO)C=CC1)(F)F